CC(C(=O)N)(C)NC=1C2=C(N=C(N1)C1=NC=CC=C1)CCC2 methyl[2-(pyridin-2-yl)-5H,6H,7H-cyclopenta[d]pyrimidin-4-ylamino]propanamide